(4R,5S)-5-(benzyloxycarbonylamino)-6-tert-butoxy-4-((dimethylamino)methyl)-6-oxohexylboronic Acid C(C1=CC=CC=C1)OC(=O)N[C@@H]([C@H](CCCB(O)O)CN(C)C)C(=O)OC(C)(C)C